FC1(CN(C1)C=1C=C(C=CC1)[C@H](C(=O)NC=1SC(=NN1)N[C@H]1CN(CC1)C=1N=NC=CN1)OC)F (2R)-2-[3-(3,3-difluoroazetidin-1-yl)phenyl]-2-methoxy-N-[5-[[(3R)-1-(1,2,4-triazin-3-yl)pyrrolidin-3-yl]amino]-1,3,4-Thiadiazol-2-yl]acetamide